bis(4-(triphenylsilyl)phenyl)amine C1(=CC=CC=C1)[Si](C1=CC=C(C=C1)NC1=CC=C(C=C1)[Si](C1=CC=CC=C1)(C1=CC=CC=C1)C1=CC=CC=C1)(C1=CC=CC=C1)C1=CC=CC=C1